(E)-N-(4-((4-([1,2,4]triazolo[1,5-a]pyridin-7-yloxy)-2-methoxy-5-methylphenyl)amino)-7-methoxy-quinazolin-6-yl)-3-(2-methyl-2-azabicyclo[3.1.0]hexan-3-yl)acrylamide N=1C=NN2C1C=C(C=C2)OC2=CC(=C(C=C2C)NC2=NC=NC1=CC(=C(C=C21)NC(\C=C\C2N(C1CC1C2)C)=O)OC)OC